3-[2-[1-(difluoromethyl)-4,6-difluoro-1,3-benzodiazol-5-yl]ethynyl]-1-[(3S,5R)-5-(methoxymethyl)-1-(prop-2-enoyl)pyrrolidin-3-yl]-5-(methylamino)pyrazole-4-carboxamide FC(N1C=NC2=C1C=C(C(=C2F)C#CC2=NN(C(=C2C(=O)N)NC)[C@@H]2CN([C@H](C2)COC)C(C=C)=O)F)F